5,6-difluoroisatoic acid FC1=CC=C(C(C(=O)O)=C1F)NC(=O)O